(1R,3S)-1-(3-(6-methoxypyridin-2-yl)benzyl)-3-(methylsulfonamido)cyclopentane-1-carboxamide COC1=CC=CC(=N1)C=1C=C(C[C@]2(C[C@H](CC2)NS(=O)(=O)C)C(=O)N)C=CC1